O=C1N(CCC(N1)=O)N1C(C2=CC=C(C=C2C1=O)CN1CCN(CC1)C=1C2=C(N=CN1)SC=C2SC)=O 2-(2,4-dioxotetrahydropyrimidin-1(2H)-yl)-5-((4-(5-methylthiothieno[2,3-d]pyrimidin-4-yl)piperazin-1-yl)methyl)isoindoline-1,3-dione